4-hydroxymethyl-3-methoxybenzonitrile OCC1=C(C=C(C#N)C=C1)OC